1,1'-bis(di-tertbutylphosphino)ferrocene C(C)(C)(C)P([C-]1C=CC=C1)C(C)(C)C.[C-]1(C=CC=C1)P(C(C)(C)C)C(C)(C)C.[Fe+2]